CCCCCCCC/C=C(\CCCCCCCC(=O)O)/[N+](=O)[O-] 9-nitro-9E-octadecenoic acid